(tert-butyl 1-(4-amino-6-bromo-5-(quinolin-3-yl) pyrrolo[2,1-f][1,2,4]triazin-7-yl) but-3-en-2-yl) carbamate C(N)(OC(CC1=C(C(=C2C(=NC=NN21)N)C=2C=NC1=CC=CC=C1C2)Br)C=CC(C)(C)C)=O